5-(3-(4-(2,3-dimethylphenyl)piperazin-1-yl)-1-hydroxypropyl)-N,N-dimethylindoline-1-carboxamide CC1=C(C=CC=C1C)N1CCN(CC1)CCC(O)C=1C=C2CCN(C2=CC1)C(=O)N(C)C